methyl 3,5-dibromothiophene-2-carboxylate BrC1=C(SC(=C1)Br)C(=O)OC